4-(4-phenylindolin-1-yl)pyrido[3,2-d]pyrimidine-7-carbaldehyde C1(=CC=CC=C1)C1=C2CCN(C2=CC=C1)C=1C2=C(N=CN1)C=C(C=N2)C=O